FC(C1=NN(C=C1NC(=O)C=1C=NN2C1N=C(C=C2)N2C[C@H](CCC2)OC2OCCCC2)C2CCC(CC2)CO)F N-(3-(difluoromethyl)-1-((1R,4S)-4-(hydroxymethyl)cyclohexyl)-1H-pyrazol-4-yl)-5-((3S)-3-((tetrahydro-2H-pyran-2-yl)oxy)piperidin-1-yl)pyrazolo[1,5-a]pyrimidine-3-carboxamide